disodium 2-sulfomyristate S(=O)(=O)(O)C(C(=O)[O-])CCCCCCCCCCCC.[Na+].[Na+].S(=O)(=O)(O)C(C(=O)[O-])CCCCCCCCCCCC